ClC=1C=NC(=C(C(=O)NC2CCC(CC2)CN2C(N(C3=C2C=CC=C3)CC3CCOCC3)=O)C1)C 5-chloro-2-methyl-N-((1r,4r)-4-((2-oxo-3-((tetrahydro-2H-pyran-4-yl)methyl)-2,3-dihydro-1H-benzo[d]imidazol-1-yl)methyl)cyclohexyl)nicotinamide